(1S,3S)-3-(4-(5-((((R)-1-(2-chlorophenyl)ethoxy)carbonyl)amino)-1-methyl-1H-1,2,3-triazol-4-yl)phenoxy)cyclohexane-1-carboxylic acid ClC1=C(C=CC=C1)[C@@H](C)OC(=O)NC1=C(N=NN1C)C1=CC=C(O[C@@H]2C[C@H](CCC2)C(=O)O)C=C1